C1(CC1)C1=C(C=CC(=C1)F)NC1=C(C(=O)O)C=CC(=C1)C(F)(F)F 2-((2-cyclopropyl-4-fluorophenyl)amino)-4-(trifluoromethyl)benzoic acid